C(C1=CC=CC=C1)OC(N[C@H](CO)CC=C)=O (S)-(1-hydroxypent-4-en-2-yl)carbamic acid benzyl ester